cis-2-(2-chloropropenyl)-3-hydroxypiperidin ClC(=C[C@@H]1NCCC[C@@H]1O)C